C12C(CC(CC1)C2)C2=NC1=CC=C(C=C1C(=C2)C)OC2=C(C=CC=C2Cl)Cl 4-((2-(bicyclo[2.2.1]heptan-2-yl)-4-methylquinolin-6-yl)oxy)-3,5-dichlorobenzene